4-phenoxyphenyl 4-(bis(4H-benzo[d][1,3]dioxin-6-yl)methyl)piperazine-1-carboxylate O1COCC2=C1C=CC(=C2)C(N2CCN(CC2)C(=O)OC2=CC=C(C=C2)OC2=CC=CC=C2)C2=CC1=C(OCOC1)C=C2